C(CC)OC(CI)OC1C=CCC1(C)C iodoacetaldehyde 5,5-dimethyl-2-cyclopentenyl n-propyl acetal